4-(1-((benzyloxy)carbonyl)azetidin-3-yl)hexahydropyrrolo[3,4-b][1,4]oxazine-6(2H)-carboxylate C(C1=CC=CC=C1)OC(=O)N1CC(C1)N1C2C(OCC1)CN(C2)C(=O)[O-]